1-((2-methoxyethyl)amino)-2-methylpropan-2-ol COCCNCC(C)(O)C